methyl 2-((tert-butoxycarbonyl) (2,4-dimethoxybenzyl) amino)-5-methylthiazole-4-carboxylate C(C)(C)(C)OC(=O)N(C=1SC(=C(N1)C(=O)OC)C)CC1=C(C=C(C=C1)OC)OC